4-(3-(4-methylphenyl)-5-(trifluoromethyl)-1H-pyrazol-1-yl)benzenesulfonamide CC1=CC=C(C=C1)C1=NN(C(=C1)C(F)(F)F)C1=CC=C(C=C1)S(=O)(=O)N